FC=1C(=NC=NC1)N1C(N(C=2C=NC=3C=C(C(=CC3C21)C=2C=NN(C2)C)OC)C)=O 1-(5-Fluoropyrimidin-4-yl)-7-methoxy-3-methyl-8-(1-methyl-1H-pyrazol-4-yl)-1H,2H,3H-imidazo[4,5-c]quinolin-2-one